tungsten ferric phosphate P(=O)([O-])([O-])[O-].[Fe+3].[W]